Cl.O1[C@@H]2[C@H](NCC1)CN(C2)C(=O)OC(C)(C)C |r| tert-butyl rac-(4aR,7aS)-3,4,4a,5,7,7a-hexahydro-2H-pyrrolo[3,4-b][1,4]oxazine-6-carboxylate hydrochloride